COC=1C=C2NC=3CC(CC(C3C(C2=CC1)=O)=O)C1=CSC=C1 6-methoxy-3-(thiophen-3-yl)-3,4-dihydroacridine-1,9(2H,10H)-dione